NC1=C(C(=NN=[N+]1CC1=CC=CC2=CC=CC=C12)N)N triaminonaphthylmethyl-triazinium